2-[(5-amino-3-fluoro-6-methoxy-2-pyridinyl)oxy]acetonitrile NC=1C=C(C(=NC1OC)OCC#N)F